4-(4-chloro-1-methyl-1H-pyrazol-5-yl)furan ClC=1C=NN(C1C=1C=COC1)C